O1C=NC2=NC=C(C=C21)C(=O)N oxazolo[4,5-b]pyridine-6-carboxamide